(S)-5-(difluoromethyl)-N-(3-(1-((7-methyl-5H-pyrrolo[2,3-b]pyrazin-2-yl)amino)ethyl)phenyl)thiophene-2-carboxamide FC(C1=CC=C(S1)C(=O)NC1=CC(=CC=C1)[C@H](C)NC=1N=C2C(=NC1)NC=C2C)F